[Mg+2].[O-2].[Nb+5].[Ba+2] barium niobium oxide magnesium